5-(3-(4-chlorophenyl)-4,5-dihydro-1H-pyrazol-5-yl)-2-methoxyphenol ClC1=CC=C(C=C1)C1=NNC(C1)C=1C=CC(=C(C1)O)OC